Cl.NC(C(=O)N1CCN(CC1)C(=O)NC1=NC(N(C=C1)C1=CC=C(C=C1)CNCCC1CNC1)=O)(C)C 4-(2-Amino-2-methylpropanoyl)-N-(1-(4-(((2-(azetidin-3-yl)ethyl)amino)methyl)phenyl)-2-oxo-1,2-dihydropyrimidin-4-yl)piperazine-1-carboxamide hydrochloride salt